FC(C(=O)[O-])(F)F.N1(CC[NH2+]CC1)C=1C=CC2=NC3=CC=C(C=C3[S+]=C2C1)N1CC[NH2+]CC1.FC(C(=O)[O-])(F)F.FC(C(=O)[O-])(F)F 3,7-Bis-(piperazin-4-ium-1-yl)phenothiazin-5-ium trifluoroacetat